FC1=C(C=CC(=C1)[N+](=O)[O-])N1CCN(CC1)C(=O)C=1N=C(C2=C(N1)OC(=C2)C)NC2(CC2)C [4-(2-fluoro-4-nitrophenyl)piperazine-1-carbonyl]-6-methyl-N-(1-methylcyclopropyl)furo[2,3-d]pyrimidin-4-amine